acryloyl-oxyphenylalanine C(C=C)(=O)ON[C@@H](CC1=CC=CC=C1)C(=O)O